dihydroxyethylamine N,N-bishydroxyethyl-dithiocarbamate OCCN(C(S)=S)CCO.OC(CN)O